1,4,4,4-tetrafluorobut-2-ene FCC=CC(F)(F)F